C1(=CC(=C(CC1)C(C)C)O)C trans-menthadienol